(E)-4-(3-hydroxy-4-methoxyphenyl)but-3-en-2-one OC=1C=C(C=CC1OC)/C=C/C(C)=O